5-((5Z,8Z,11Z)-Heptadeca-5,8,11-trien-1-yl)resorcinol C(CCC\C=C/C\C=C/C\C=C/CCCCC)C=1C=C(C=C(O)C1)O